C(C)(=O)O[C@@H]1[C@H]([C@H]2OC(OC[C@H]2O[C@@H]1CC=O)(C)C)N1N=NC(=C1)C1=CC(=C(C(=C1)F)F)F (4aR,6R,7R,8S,8aR)-2,2-dimethyl-6-(2-oxoethyl)-8-(4-(3,4,5-trifluorophenyl)-1H-1,2,3-triazol-1-yl)hexahydropyrano[3,2-d][1,3]dioxin-7-yl acetate